FC1=C2NC(C=3N(C2=CC=C1CN1CCC(=CC1)C=1C=NC(=CC1)C(NC)=O)N=CC3C)=O 6-fluoro-3-methyl-7-((6-methylcarbamoyl-3',6'-dihydro-[3,4'-bipyridin]-1'(2'H)-yl)methyl)pyrazolo[1,5-a]quinoxalin-4(5H)-one